N-[bis(dimethylamino)phosphanyl]-N-methyl-methanamine CN(C)P(N(C)C)N(C)C